FC=1C=C(C=C(C1)F)[C@@H]1CC[C@H]2OC3(C(N21)=O)CC2CCC(C3)N2 (5'S,7a'R)-5'-(3,5-difluorophenyl)tetrahydro-3'H-8-azaspiro[bicyclo[3.2.1]octane-3,2'-pyrrolo[2,1-B]oxazol]-3'-one